FC=1C=C(C=CC1C)B(O)O (3-fluoro-4-methylphenyl)boronic acid